Tert-butyl 18-([l-beta-D-glucos-1-yl]oxy)octadecanoate O[C@]1([C@H](O)[C@@H](O)[C@H](O)[C@H](O1)CO)OCCCCCCCCCCCCCCCCCC(=O)OC(C)(C)C